BrC=1C=CC=2C3(C4=CC=C(C=C4C2C1)Br)C1=CC=CC=C1N(C=1C=CC=CC13)C(COP(O)(O)=O)C (2-(3',6'-dibromo-10H-spiro[acridin-9,9'-fluoren]-10-yl)propyl)phosphoric acid